NCC1([C@H]2CN(C[C@@H]12)C1=CN=C2C(=N1)NN=C2C=2CC1=C(N(C(N1C)=O)C)CC2)C=2SC=C(N2)C 5-(6-((1R,5S,6r)-6-(aminomethyl)-6-(4-methylthiazol-2-yl)-3-azabicyclo[3.1.0]hexan-3-yl)-1H-pyrazolo[3,4-b]pyrazin-3-yl)-1,3-dimethyl-1,3,4,7-tetrahydro-2H-benzo[d]imidazol-2-one